[(3S,5R)-3-amino-5-fluoropiperidin-1-yl][(1R,2R)-2-(2',6'-difluoro[1,1'-biphenyl]-2-yl)cyclopropyl]methanone trifluoroacetate FC(C(=O)O)(F)F.N[C@@H]1CN(C[C@@H](C1)F)C(=O)[C@H]1[C@@H](C1)C1=C(C=CC=C1)C1=C(C=CC=C1F)F